N-(6-(1-(2,6-difluorobenzyl)-5-((dimethylamino)methyl)-6-(4-nitrophenyl)-2,4-dioxo-1,2-dihydrothieno[2,3-d]pyrimidin-3(4H)-yl)pyridin-2-yl)-N-methylmethanesulfonamide FC1=C(CN2C(N(C(C3=C2SC(=C3CN(C)C)C3=CC=C(C=C3)[N+](=O)[O-])=O)C3=CC=CC(=N3)N(S(=O)(=O)C)C)=O)C(=CC=C1)F